{5-[(1S)-1-aminoethyl]-3-isopropyl-1H-1,2,4-triazol-1-yl}nicotinonitrile N[C@@H](C)C1=NC(=NN1C1=C(C#N)C=CC=N1)C(C)C